(S)-2-((4-(6-((1-methyl-1H-indazol-5-yl)methoxy)pyridin-2-yl)piperidin-1-yl)methyl)-1-(oxetan-2-ylmethyl)-1H-benzo[d]imidazole-6-carboxylic acid CN1N=CC2=CC(=CC=C12)COC1=CC=CC(=N1)C1CCN(CC1)CC1=NC2=C(N1C[C@H]1OCC1)C=C(C=C2)C(=O)O